(R)-4-chloro-5-(3-((4-(3,5-dimethyl-1H-pyrazol-4-yl)-6-fluoropyridin-2-yl)oxy)pyrrolidin-1-yl)pyridazin-3(2H)-one ClC=1C(NN=CC1N1C[C@@H](CC1)OC1=NC(=CC(=C1)C=1C(=NNC1C)C)F)=O